1-[2-(difluoromethoxy)ethyl]-4-[2,3-difluoro-4-(4,4,5,5-tetramethyl-1,3,2-dioxaborolan-2-yl)phenyl]-5-methyl-pyrazole FC(OCCN1N=CC(=C1C)C1=C(C(=C(C=C1)B1OC(C(O1)(C)C)(C)C)F)F)F